1-(1-(cyclopropylmethyl)-1H-pyrazol-4-yl)piperidin C1(CC1)CN1N=CC(=C1)N1CCCCC1